3-((2-(4-(aminomethyl)-2,6-dimethylphenyl)pyridin-4-yl)methyl)-6-methylbenzo[d]oxazol-2(3H)-one NCC1=CC(=C(C(=C1)C)C1=NC=CC(=C1)CN1C(OC2=C1C=CC(=C2)C)=O)C